N-(1-amino-3-(dimethylamino)-1-oxopropan-2-yl)-2-methyl-5-((2-methylthiazol-5-yl)methoxy)benzofuran-3-carboxamide NC(C(CN(C)C)NC(=O)C1=C(OC2=C1C=C(C=C2)OCC2=CN=C(S2)C)C)=O